CC1(NC(NC1)=S)C 4,4-dimethyl-2-imidazolidinethione